4-bromo-3-(1-ethyl-3-(trifluoromethyl)-1H-pyrazol-4-yl)benzonitrile BrC1=C(C=C(C#N)C=C1)C=1C(=NN(C1)CC)C(F)(F)F